tert-Butyl N-[1-[4-[(5-chloro-6-phenoxy-3-pyridyl)amino]pyrido[3,2-d]pyrimidin-6-yl]azetidin-3-yl]-N-methyl-carbamate ClC=1C=C(C=NC1OC1=CC=CC=C1)NC=1C2=C(N=CN1)C=CC(=N2)N2CC(C2)N(C(OC(C)(C)C)=O)C